TETRAHYDROPYRAN O1CCCCC1